((2,6-dihydroxy-5'-methyl-4-pentyl-2'-(prop-1-en-2-yl)-[1,1'-biphenyl]-3-yl)sulfonyl)alanine OC1=C(C(=CC(=C1S(=O)(=O)N[C@@H](C)C(=O)O)CCCCC)O)C1=C(C=CC(=C1)C)C(=C)C